N1=C(C=CC=C1)C1=C(C(=C(C=C1)C=1C(=CC=CC1)C=1C(=CC=CC1)C1=CC=CC=C1)C1=CC=CC=2C3=CC=CC=C3C3=CC=CC=C3C12)C1=NC=CC=C1 di(pyridinyl)(triphenyleneyl)quaterbenzene